3-[(3-Carboxy-2-hydroxy-5-propan-2-ylphenyl)methyl]-2-hydroxy-5-propan-2-ylbenzoic acid C(=O)(O)C=1C(=C(C=C(C1)C(C)C)CC=1C(=C(C(=O)O)C=C(C1)C(C)C)O)O